benzpyrrol N1C=CC2=C1C=CC=C2